(S)-4-(7-(4-cyanopyridin-2-yl)-5-cyclobutyl-7H-pyrrolo[2,3-d]pyrimidin-4-yl)-3-methylpiperazine-1-carboxylic acid tert-butyl ester C(C)(C)(C)OC(=O)N1C[C@@H](N(CC1)C=1C2=C(N=CN1)N(C=C2C2CCC2)C2=NC=CC(=C2)C#N)C